Methyl (S)-phenylalaninate N[C@@H](CC1=CC=CC=C1)C(=O)OC